O1CCC2=C1C=CC(=C2)N2CC(CC2)CNC(=O)N2C=NC(=C2)C2=CC=C(C=C2)OCC2=CC=C(C=C2)S(=O)(=O)C N-((1-(2,3-dihydrobenzofuran-5-yl)pyrrolidin-3-yl)methyl)-4-(4-(4-(methylsulfonyl)benzyloxy)phenyl)-1H-imidazole-1-carboxamide